CC1=NOC(=C1C)N 3,4-dimethylisoxazol-5-amine